N1=NC(=CC=C1)C1=CC=C(C=C1)NC=1C=NC=C(C1)C1=NC2=C(N1)C=C(C=C2)C(F)(F)F N-(4-(pyridazin-3-yl)phenyl)-5-(6-(trifluoromethyl)-1H-benzo[d]imidazol-2-yl)pyridin-3-amine